2-[[(2S)-2-(benzyloxycarbonylamino)-3-(1-naphthyl)propanoyl]amino]-3-(4,4-difluorocyclohexyl)propanoic acid C(C1=CC=CC=C1)OC(=O)N[C@H](C(=O)NC(C(=O)O)CC1CCC(CC1)(F)F)CC1=CC=CC2=CC=CC=C12